4,6-diamino-2-Phenyl-indole hydrochloride Cl.NC1=C2C=C(NC2=CC(=C1)N)C1=CC=CC=C1